COC1=C(C=CC(=C1)S(=O)(=O)C)NCC#CC=1N(C2=CC=CC(=C2C1)P(C)(C)=O)CC(F)(F)F (2-(3-((2-methoxy-4-(methylsulfonyl)phenyl)amino)prop-1-yn-1-yl)-1-(2,2,2-trifluoroethyl)-1H-indol-4-yl)dimethylphosphine oxide